ClC=1C(=CC(=C(C1)S(=O)(=O)NC=1SC=CN1)F)NCCCCNC[C@@H]1NCCCC1 5-chloro-2-fluoro-4-[(4-{[(2R)-piperidin-2-ylmethyl]amino}butyl)amino]-N-1,3-thiazol-2-ylbenzenesulfonamide